N1=C(C=CC=C1)C1(CC1)C(=O)C1=CC=C(C=N1)NC([O-])=O (6-(1-(pyridin-2-yl)cyclopropane-1-Carbonyl)pyridin-3-yl)carbamate